FC1(CCN(CC1)C1=NC(=CC(=N1)NC(C1=C(C=C(C=C1)S(=O)(=O)CC)N1CCC2(CC2)CC1)=O)C)F N-(2-(4,4-Difluoropiperidin-1-yl)-6-methylpyrimidin-4-yl)-4-(ethylsulfonyl)-2-(6-azaspiro[2.5]octan-6-yl)benzamide